N-(6-((4-(aminomethyl)-1H-pyrazol-1-yl)methyl)-4-methoxybenzo[d]isoxazol-3-yl)-2-(benzyloxy)-5-ethylbenzenesulfonamide NCC=1C=NN(C1)CC1=CC2=C(C(=NO2)NS(=O)(=O)C2=C(C=CC(=C2)CC)OCC2=CC=CC=C2)C(=C1)OC